1-[(E)-2-nitroprop-1-enyl]indolizine [N+](=O)([O-])/C(=C/C=1C=CN2C=CC=CC12)/C